(R)-4-(1H-indol-3-yl)-6-(pyrrolidin-3-ylamino)-1,7-naphthyridine N1C=C(C2=CC=CC=C12)C1=CC=NC2=CN=C(C=C12)N[C@H]1CNCC1